epoxy-guanosine [C@]12([C@](O)([C@H](O)[C@@H](CO)O1)O2)N2C=NC=1C(=O)NC(N)=NC21